NC1CCN(CC1)C=1N(C(C(=C(N1)C1=CC(=C(C#N)C=C1)F)C1=CC(=C(C=C1)OC)F)=O)C 4-[2-(4-amino-piperidin-1-yl)-5-(3-fluoro-4-methoxy-phenyl)-1-methyl-6-oxo-1,6-dihydropyrimidin-4-yl]-2-fluorobenzonitrile